C(C)[C@H]1COCC(N1C1=NC(=NC(=C1)CS(=O)(=O)C)C1=CC=C2C(=N1)C=C(N2)CC)=O (5S)-5-ethyl-4-(2-{2-ethyl-1H-pyrrolo[3,2-b]pyridin-5-yl}-6-(methanesulfonylmethyl)pyrimidin-4-yl)morpholin-3-one